C(C=C)[C@]1([C@H](N(C[C@H]1OS(=O)(=O)CCl)C(=O)OC(C)(C)C)C(=O)OC)CCCCl (2S,3S,4S)-1-tert-butyl 2-methyl 3-allyl-4-(((chloromethyl)sulfonyl)oxy)-3-(3-chloropropyl)pyrrolidine-1,2-dicarboxylate